C1(CC1)C1=C(C(=NO1)C)C1=C(OC2=C(N=CN=N2)N2CCC3(CN(C3)[C@H](C(C)C)C3CC(C3)=O)C2)C=CC(=C1)F 3-[(1R)-1-[7-[6-[2-(5-cyclopropyl-3-methyl-isoxazol-4-yl)-4-fluoro-phenoxy]-1,2,4-triazin-5-yl]-2,7-diazaspiro[3.4]octan-2-yl]-2-methyl-propyl]cyclobutanone